N-(3-(trifluoromethyl)phenyl)-benzamide FC(C=1C=C(C=CC1)NC(C1=CC=CC=C1)=O)(F)F